C(C)(=O)N1CCC(CCC1)C(=O)N1C(CC(C1)F)C(=O)NC(C1=CC=C(C=C1)C(C)C)C1=CC=CC=C1 1-(1-acetylazepane-4-carbonyl)-4-fluoro-N-{phenyl[4-(propan-2-yl)phenyl]methyl}pyrrolidine-2-carboxamide